2-methyl-N-(3-(trifluoromethyl)cyclohexylidene)propane-2-sulfinamide CC(C)(C)S(=O)N=C1CC(CCC1)C(F)(F)F